C1CCC2=CC=CC=C2C#CC1 benzocyclooctyne